(1s,4s)-bicyclo[2.2.1]hept-2-ene [C@H]12C=C[C@@H](CC1)C2